2-(3,5-difluorophenyl)-5-(1-propyl-1H-pyrazol-4-yl)-N4-(1,2,3,4-tetrahydroisoquinolin-7-yl)pyrimidine-2,4-diamine FC=1C=C(C=C(C1)F)C1(NC=C(C(=N1)NC1=CC=C2CCNCC2=C1)C=1C=NN(C1)CCC)N